(S)-1-(1-(2-(2,2,2-Trifluoroethoxy)pyridin-4-yl)ethyl)-3-(2-(1-(trifluoromethyl)cyclopropyl)ethyl)urea FC(COC1=NC=CC(=C1)[C@H](C)NC(=O)NCCC1(CC1)C(F)(F)F)(F)F